CC=1[C@@H]2[C@H](C(NC1)=O)[C@H](CC2)C (4aS,7S,7aR)-4,7-dimethyl-2,4a,5,6,7,7a-hexahydro-1H-cyclopenta[c]pyridin-1-one